FC(C1=CC=C(C=N1)[Mg]Br)(F)F (6-(Trifluoro-methyl)pyridin-3-yl)magnesium bromide